di-tert-butyl (2-(benzyloxy)ethyl)phosphonate C(C1=CC=CC=C1)OCCP(OC(C)(C)C)(OC(C)(C)C)=O